1-((2R,3R,4S,5S)-4-((tert-butyldimethylsilyl)oxy)-5-(iodomethyl)-3-methoxy-tetrahydrofuran-2-yl)pyrimidine-2,4(1H,3H)-dione (1-isobutyl-1-methyl-pentyl)acetate C(C(C)C)C(CCCC)(C)OC(C)=O.[Si](C)(C)(C(C)(C)C)O[C@H]1[C@H]([C@@H](O[C@@H]1CI)N1C(NC(C=C1)=O)=O)OC